[Na].N1(C=NC=C1)C1=NC(=CC(=N1)C(=O)NC1CCC(CC1)OC)N1CCCCC1 2-(1H-imidazol-1-yl)-N-((1r,4r)-4-methoxycyclohexyl)-6-(piperidin-1-yl)pyrimidine-4-carboxamide sodium